(1R,2S,3R,5R)-3-[4-amino-5-(4-benzyl-1,3-thiazol-2-yl)-2-chloropyrrolo[2,3-d]pyrimidin-7-yl]-5-[1-(oxolan-3-ylmethyl)piperidin-4-yl]cyclopentane-1,2-diol NC=1C2=C(N=C(N1)Cl)N(C=C2C=2SC=C(N2)CC2=CC=CC=C2)[C@H]2[C@@H]([C@@H]([C@H](C2)C2CCN(CC2)CC2COCC2)O)O